6-chloro-5-(2-chloroethyl)-N-(1-methylpiperidin-4-yl)-2-morpholinopyrimidin-4-amine ClC1=C(C(=NC(=N1)N1CCOCC1)NC1CCN(CC1)C)CCCl